5-benzothiazepin-7-yl-1,2,4-oxadiazol-5-yl-cyclopropanecarbonitrile S1N=CC=CC2=C1C=CC(=C2)C2(N=CNO2)C2(CC2)C#N